COC1=C(C2=CC=CC=C2C=C1)OB(O)O (2-methoxynaphthalen-1-yl)boric acid